3-(4-((5-cyclopropyl-3-(2,6-dichlorophenyl)isoxazol-4-yl)methoxy)piperidin-1-yl)-1-((2-(trimethylsilyl)ethoxy)methyl)-1H-pyrazole-5-carboxamide C1(CC1)C1=C(C(=NO1)C1=C(C=CC=C1Cl)Cl)COC1CCN(CC1)C1=NN(C(=C1)C(=O)N)COCC[Si](C)(C)C